tert-butyl (7R)-4-benzyl-6-hydroxy-7-methyl-1,4-diazepane-1-carboxylate C(C1=CC=CC=C1)N1CCN([C@@H](C(C1)O)C)C(=O)OC(C)(C)C